6-benzyl-2-(benzyloxy)-6-azaspiro[3.4]octane-8-ol C(C1=CC=CC=C1)N1CC2(CC(C2)OCC2=CC=CC=C2)C(C1)O